ClC1=NC=CC(=C1OB(O)O)F (2-chloro-4-fluoropyridin-3-yl)boric acid